N-[3-chloro-4-[4-(piperidine-4-carbonyl)piperazine-1-carbonyl]phenyl]-5-[1-(5-methoxy-2-pyridyl)-3-(trifluoromethyl)pyrazol-4-yl]-1-methyl-imidazole-2-carboxamide ClC=1C=C(C=CC1C(=O)N1CCN(CC1)C(=O)C1CCNCC1)NC(=O)C=1N(C(=CN1)C=1C(=NN(C1)C1=NC=C(C=C1)OC)C(F)(F)F)C